[N+](=O)([O-])C1=CC=CC=2C3=CC=CC=C3N(C12)CC nitro-N-ethyl-carbazole